[Cl-].CC(=CC(=O)N)C dimethylacrylamide Chloride